NC1=NC2=C(N1C(CN(CCOC1=C(C=NN1C)C1=CC(=CN(C1=O)C)C(=O)OC)CC)(C)C)C=CC=C2 methyl 5-(5-(2-((2-(2-amino-1H-benzo[d]imidazol-1-yl)-2-methylpropyl) (ethyl) amino) ethoxy)-1-methyl-1H-pyrazol-4-yl)-1-methyl-6-oxo-1,6-dihydropyridine-3-carboxylate